tert-butyl 3-(5-bromo-3-(trifluoromethyl)pyrazin-2-yloxy)pyrrolidine-1-carboxylate BrC=1N=C(C(=NC1)OC1CN(CC1)C(=O)OC(C)(C)C)C(F)(F)F